COC1=C(C=C2C(=C1)CC(C2=O)CC3CCN(CC3)CC4=CC=CC=C4)OC The molecule is a racemate comprising equimolar amounts of (R)- and (S)-donepezil. A centrally acting reversible acetylcholinesterase inhibitor, its main therapeutic use is in the treatment of Alzheimer's disease where it is used to increase cortical acetylcholine. It has a role as an EC 3.1.1.7 (acetylcholinesterase) inhibitor, a nootropic agent and an EC 3.1.1.8 (cholinesterase) inhibitor. It contains a (R)-donepezil and a (S)-donepezil. It is a conjugate base of a donepezil (1+).